tert-butyl N-[(2R)-1-{3-bromo-5-chloro-7-iodofuro[3,2-b]pyridin-2-yl}-3-[(tert-butyldimethylsilyl)oxy]propan-2-yl]carbamate BrC1=C(OC=2C1=NC(=CC2I)Cl)C[C@H](CO[Si](C)(C)C(C)(C)C)NC(OC(C)(C)C)=O